1-(6-((4-(pyridin-2-yl)thiazol-2-yl)amino)pyridin-3-yl)piperidine-3-carboxylic acid hydrobromide Br.N1=C(C=CC=C1)C=1N=C(SC1)NC1=CC=C(C=N1)N1CC(CCC1)C(=O)O